FC(S(=O)(=O)[O-])(F)F.C(#N)C1=CC=C(C=C1)[I+]C1=C(C=C(C=C1C)C)C (4-cyanophenyl)(mesityl)iodonium trifluoromethanesulfonate